ClC=1C=CC(=C(C1)C=1N=CN(C(C1)=O)[C@H]1CCC[C@H](C(NC=2C=NN(C2C=2C=CN=C1C2)C)=O)C)C2=CC=C1C=CN=CC1=C2 (9R,13S)-13-{4-[5-chloro-2-(isoquinolin-7-yl)phenyl]-6-oxo-1,6-dihydropyrimidin-1-yl}-3,9-dimethyl-3,4,7,15-tetraazatricyclo[12.3.1.02,6]octadeca-1(18),2(6),4,14,16-pentaen-8-one